3,3-dichloro-dimethylbenzidine ClC1(C(C(=CC=C1NC)C1=CC=C(N)C=C1)C)Cl